N-methyl-4-(4-{[trans-4-{[4-(pentafluoro-λ6-sulfanyl)phenyl]Amino}cyclohexyl]sulfonyl}phenyl)pyridine-2-carboxamide CNC(=O)C1=NC=CC(=C1)C1=CC=C(C=C1)S(=O)(=O)[C@@H]1CC[C@H](CC1)NC1=CC=C(C=C1)S(F)(F)(F)(F)F